3-(N-(cyclopropylmethyl)-4-(trifluoromethyl)benzamido)-2-fluorobenzoyl chloride C1(CC1)CN(C(C1=CC=C(C=C1)C(F)(F)F)=O)C=1C(=C(C(=O)Cl)C=CC1)F